COCCO[C@H]1[C@@H](CN(CC1)C1=NC=CC(=N1)S(=O)(=O)C)O |r| rac-trans-4-(2-methoxyethoxy)-1-(4-methylsulfonylpyrimidin-2-yl)piperidin-3-ol